(3R,4R)-4-((5-fluoro-4-(8-fluoro-3-(hydroxymethyl)-4-isopropylquinolin-6-yl)pyrimidin-2-yl)amino)tetrahydro-2H-pyran-3-ol FC=1C(=NC(=NC1)N[C@H]1[C@H](COCC1)O)C=1C=C2C(=C(C=NC2=C(C1)F)CO)C(C)C